CC1=NN=C(C2=CC(=CC=C12)[C@]12CCN([C@@H]2CCCC1)C)C |r| 1,4-Dimethyl-6-[rac-(3aR,7aR)-1-methyl-3,4,5,6,7,7a-hexahydro-2H-indol-3a-yl]phthalazine